6',6'-dimethyl-2',3',4',4a',5',6'-hexahydro-1'H-spiro[cyclopropane-1,7'-naphtho[1,8-cd]azepine] CC1(C2(C=3C=CC=C4CNCCC(C43)C1)CC2)C